ClC1=C2C(=C(N(C2=CC=C1O)C)C1=NN=C(N1)C(F)(F)F)N1C=NC=C1 chloro-3-(1H-imidazol-1-yl)-1-methyl-2-(5-(trifluoromethyl)-4H-1,2,4-triazol-3-yl)-1H-indol-5-ol